4-dimethylaminopyridine, tetrahydrate O.O.O.O.CN(C1=CC=NC=C1)C